1,3,5-tri(m-pyridine-3-yl-phenyl)benzene N1=CC(=CC=C1)C=1C=C(C=CC1)C1=CC(=CC(=C1)C1=CC(=CC=C1)C=1C=NC=CC1)C1=CC(=CC=C1)C=1C=NC=CC1